NC1CCN(CC1)C1=C(N=NC2=CC(=C(C=C12)C=1C(=C(C#N)C=CC1)O)Cl)C1=CC(=CC(=C1)C)F 3-[4-(4-aminopiperidin-1-yl)-7-chloro-3-(3-fluoro-5-methylphenyl)cinnolin-6-yl]-2-hydroxybenzonitrile